FC=1C(=CC(=C(C1)S(=O)(=O)N1CCN(C2=CC=CC(=C12)C)C)C)C=1C=NN(C1)C 4-[5-fluoro-2-methyl-4-(1-methyl-1H-pyrazol-4-yl)benzenesulfonyl]-1,5-dimethyl-1,2,3,4-tetrahydroquinoxaline